(R)-1-(5-fluoro-6-(trifluoromethyl)pyridin-3-yl)-3-(isoquinolin-4-yl)-2-oxoimidazoline-4-carbonitrile FC=1C=C(C=NC1C(F)(F)F)N1C(N([C@H](C1)C#N)C1=CN=CC2=CC=CC=C12)=O